C(C)(C)(C)OC(=O)N(CC(=O)OCCOCCOCCOCC(=O)O)CCOC(CN(CCOC)C(=O)OC(C)(C)C)=O 2-[2-[2-[2-[2-[tert-butoxycarbonyl-[2-[2-[tert-butoxycarbonyl(2-methoxyethyl)amino]acetyl]oxyethyl]amino]acetyl]oxyethoxy]ethoxy]ethoxy]acetic acid